P(=O)(OC(C)C)([O-])Br isopropyl bromophosphate